FC(OC1=CC=C(OC=2N=NC(=CC2C(=O)NC2=CC(=CC=C2)S(=O)(=N)C)C(F)(F)F)C=C1)(F)F 3-(4-trifluoromethoxyphenoxy)-N-(3-(S-methylsulfonimidoyl)phenyl)-6-(trifluoromethyl)pyridazine-4-carboxamide